5-(5-methyl-2-piperidyl)pyrimidine CC1CCC(NC1)C=1C=NC=NC1